CC1=CC(=CC=C1)CNC(=O)C2=CC=CC=C2OC 2-methoxy-N-(3-methylbenzyl)benzamide